N-(5-bromo-3-methoxy-2-pyridyl)-5-phenyl-1H-pyrrole-3-sulfonamide BrC=1C=C(C(=NC1)NS(=O)(=O)C1=CNC(=C1)C1=CC=CC=C1)OC